(4-chlorophenyl)(pyrazolo[1,5-a]pyridin-5-yl)methanamine hydrochloride Cl.ClC1=CC=C(C=C1)C(N)C1=CC=2N(C=C1)N=CC2